CC=1C=C(C=CC1OC=1C=NC(=CC1)C)NC=1C2=C(N=CN1)NC1=C2CNCC1 N-(3-methyl-4-((6-methylpyridin-3-yl)oxy)phenyl)-6,7,8,9-tetrahydro-5H-pyrido[3',4':4,5]pyrrolo[2,3-d]pyrimidin-4-amine